2-(7-fluoro-3-(methoxymethoxy)naphthalen-1-yl)-4,4,5,5-tetramethyl-1,3,2-dioxaborolane FC1=CC=C2C=C(C=C(C2=C1)B1OC(C(O1)(C)C)(C)C)OCOC